C(C)(C)(C)NC(CN(C=1C2=C(N=C(N1)C1=NC=CC(=C1)OCCO)CCC2)CC)=O N-tert-butyl-2-[ethyl({2-[4-(2-hydroxyethoxy)pyridin-2-yl]-5H,6H,7H-cyclopenta[d]pyrimidin-4-yl})amino]acetamide